ethyl 6-bromo-4-hydroxy-2-oxo-1-(2-(pyridin-4-yl)ethyl)-1,2-dihydro-1,8-naphthyridine-3-carboxylate BrC=1C=C2C(=C(C(N(C2=NC1)CCC1=CC=NC=C1)=O)C(=O)OCC)O